CSC1=CC(=CN=N1)N1CC2CCC(C1)N2C2CCC(CC2)C2=CC=CC=C2 3-(6-methylsulfanylpyridazin-4-yl)-8-(4-phenylcyclohexyl)-3,8-diazabicyclo[3.2.1]octane